ClC=1C=CC(=C(C1)NC=C1C(OC(OC1=O)(C)C)=O)OC 5-(((5-chloro-2-methoxyphenyl)amino)methylene)-2,2-dimethyl-1,3-dioxane-4,6-dione